cis-di(thiocyanato)-(2,2'-bipyridyl-4,4'-dicarboxylic acid) S(C#N)C=1C(=C(C(=NC1)C1=NC=CC(=C1)C(=O)O)SC#N)C(=O)O